FC(C=1C=C2C(=NC(=NC2=C(C1C1=CC=C(C2=C1N=C(S2)N)F)F)OC[C@H]2N(CCC2)C)N2CCNCC2)F 4-(6-(difluoromethyl)-8-fluoro-2-(((S)-1-methylpyrrolidin-2-yl)methoxy)-4-(piperazin-1-yl)quinazolin-7-yl)-7-fluorobenzo[d]thiazol-2-amine